FC=1C(=NC=CC1C1=C(C(=CC=C1)C1=NC(=C(C=C1)CN1CC2(C1)CNC(C2)=O)OC)F)C2=CC(=C(CN1CC3(C1)CNC(C3)=O)C=C2)OC 2-(4-(3-Fluoro-4-(2-fluoro-3-(6-methoxy-5-((7-oxo-2,6-diazaspiro[3.4]octan-2-yl)methyl)pyridin-2-yl)phenyl)pyridin-2-yl)-2-methoxybenzyl)-2,6-diazaspiro[3.4]octan-7-one